C1(CC1)C1=NC=NC(=C1C1=NC=C(C(=N1)N(C([2H])([2H])[2H])CC1=CC=C(C=C1)C=1N(C=C(N1)C(F)(F)F)CF)F)OC 4'-Cyclopropyl-5-fluoro-N-(4-(1-(fluoromethyl)-4-(trifluoromethyl)-1H-imidazol-2-yl)benzyl)-6'-methoxy-N-(methyl-d3)-[2,5'-bipyrimidin]-4-amine